tetranitroplatinum (II) [N+](=O)([O-])[Pt-2]([N+](=O)[O-])([N+](=O)[O-])[N+](=O)[O-]